N1(C=NC=C1)C1=CC(=CC(=N1)C(=O)NC1CCC(CC1)OC)C(F)(F)F 6-(1H-imidazol-1-yl)-N-((1r,4r)-4-methoxycyclohexyl)-4-(trifluoromethyl)pyridinecarboxamide